2,2-Difluoro-2-phenylethan-1-amine hydrochloride Cl.FC(CN)(C1=CC=CC=C1)F